C1(CCCC1)[C@H](C)NCC1=C2C(=NC(=C1)C(=O)N)C(CC2)(C)C 4-((((S)-1-cyclopentylethyl)amino)methyl)-7,7-dimethyl-6,7-dihydro-5H-cyclopenta[b]pyridine-2-carboxamide